C(C)(C)(C)OC(=O)C12C3C4C5(C(C14)C2C53)C=5N=C(N([C@@H](C5C(=O)OCCC)C5=C(C(=C(C=C5)F)F)Cl)C(=O)OC(C)(C)C)C=5SC=CN5 |o1:19| (S*)-1-tert-butyl 5-propyl 4-(4-(tert-butoxycarbonyl)cuban-1-yl)-6-(2-chloro-3,4-difluorophenyl)-2-(thiazol-2-yl)pyrimidine-1,5(6H)-dicarboxylate